(2R,3R,4R,5R)-5-(2-amino-6-oxo-1H-purin-9(6H)-yl)-4-fluoro-2-(((5-(2-isopropoxy-2-oxoethyl)-2-oxido-1,3,2-dioxaphosphinan-2-yl)oxy)methyl)tetrahydrofuran-3-yl isobutyrate C(C(C)C)(=O)O[C@@H]1[C@H](O[C@H]([C@@H]1F)N1C=2N=C(NC(C2N=C1)=O)N)COP1(OCC(CO1)CC(=O)OC(C)C)=O